ClC1=CC=C(C=N1)NC1=NC=CC2=CC(=CC=C12)OCC1=CC=NC=C1 N-(6-chloropyridin-3-yl)-6-(pyridin-4-ylmethoxy)isoquinolin-1-amine